[F].[Sn] tin Fluorine